C1(CC1)C1=C(C=NC2=CC=CN=C12)NC1=CC=C(C=C1)[C@@H](C(F)(F)F)N(C(=O)C1CCN(CC1)C=1OC(=NN1)C)C (S)-N-(1-(4-((4-cyclopropyl-1,5-naphthyridin-3-yl)amino)phenyl)-2,2,2-trifluoroethyl)-N-methyl-1-(5-methyl-1,3,4-oxadiazol-2-yl)piperidine-4-carboxamide